2-(4-cyclopropyl-6-methoxypyrimidin-5-yl)-8-(1-(4-(1-methyl-4-(trifluoromethyl)-1H-imidazol-2-yl)phenyl)cyclopropyl)-7,8-dihydro-pteridin-6(5H)-one C1(CC1)C1=NC=NC(=C1C1=NC=2N(CC(NC2C=N1)=O)C1(CC1)C1=CC=C(C=C1)C=1N(C=C(N1)C(F)(F)F)C)OC